NC1=NC(N(C2=C(C=C(C=C12)C(F)(F)F)Cl)C)=O 4-amino-8-chloro-1-methyl-6-(trifluoromethyl)quinazolin-2-one